2-[(tert-Butyldimethylsilyl)oxy]-N-methoxy-N-methylacetamide [Si](C)(C)(C(C)(C)C)OCC(=O)N(C)OC